β-D-Fructofuranosyl-(2→3)-β-D-glucopyranuronosyl-(1→3)-2-amino-2-deoxy-D-galactose OC[C@@]1([C@@H](O)[C@H](O)[C@H](O1)CO)O[C@@H]1[C@H]([C@@H](O[C@@H]([C@H]1O)C(=O)O)O[C@H]([C@H](C=O)N)[C@@H](O)[C@H](O)CO)O